(R)-3-(4-amino-6-cyclopropylpyrido[3,2-d]pyrimidin-8-yl)-2,4-dimethylphenol NC=1C2=C(N=CN1)C(=CC(=N2)C2CC2)C=2C(=C(C=CC2C)O)C